4-bromo-1H-pyrrol-2-carbonitrile BrC=1C=C(NC1)C#N